trans-6-((4-methyl-3-(pyridin-2-yl)phenyl)carbamoyl)-6-azabicyclo[3.1.1]heptan-3-yl methanesulfonate CS(=O)(=O)OC1CC2N(C(C1)C2)C(NC2=CC(=C(C=C2)C)C2=NC=CC=C2)=O